5-acetyl-N-[3-(2-oxopyrrolidin-1-yl)propyl]-6,7-dihydro-4H-thieno[3,2-c]pyridine-2-carboxamide C(C)(=O)N1CC2=C(CC1)SC(=C2)C(=O)NCCCN2C(CCC2)=O